7-Cyclopropyl-5-nitro-2,3-dihydrobenzofuran C1(CC1)C1=CC(=CC=2CCOC21)[N+](=O)[O-]